bis(1-(cyclohexyloxy)-2,2,6,6-tetramethylpiperidin-4-yl) decanedioate C(CCCCCCCCC(=O)OC1CC(N(C(C1)(C)C)OC1CCCCC1)(C)C)(=O)OC1CC(N(C(C1)(C)C)OC1CCCCC1)(C)C